C1(CC1)COC1=C(C=CC(=C1)C=C)OC(F)F 2-(cyclopropylmethoxy)-1-(difluoromethoxy)-4-vinylbenzene